1-(4-((7-methoxy-4-((2-methoxy-5-(thiazol-5-yl)phenyl)amino)quinazolin-6-yl)oxy)piperidin-1-yl)prop-2-en-1-one COC1=C(C=C2C(=NC=NC2=C1)NC1=C(C=CC(=C1)C1=CN=CS1)OC)OC1CCN(CC1)C(C=C)=O